N-[5-ethylsulfonyl-6-[3-methyl-6-(trifluoromethyl)imidazo[4,5-c]pyridin-2-yl]-3-pyridinyl]-N-methyl-acetamide C(C)S(=O)(=O)C=1C=C(C=NC1C1=NC2=C(C=NC(=C2)C(F)(F)F)N1C)N(C(C)=O)C